N-(2-chloro-7-((2R,3S,4R,5R)-3-fluoro-4-hydroxy-5-(hydroxymethyl)tetrahydrofuran-2-yl)-7H-pyrrolo[2,3-D]pyrimidin-4-yl)oleamide ClC=1N=C(C2=C(N1)N(C=C2)[C@@H]2O[C@@H]([C@H]([C@@H]2F)O)CO)NC(CCCCCCC\C=C/CCCCCCCC)=O